[2,2-bis(hydroxymethyl)-3-[7-(1-methyldecoxy)-7-oxo-heptanoyl]oxy-propyl] O7-(1-methyldecyl) heptanedioate C(CCCCCC(=O)OC(CCCCCCCCC)C)(=O)OCC(COC(CCCCCC(=O)OC(CCCCCCCCC)C)=O)(CO)CO